6-(4-amino-7-methyl-5-(4-(pyrimidin-2-yloxy)phenyl)-7H-pyrrolo-[2,3-d]pyrimidin-6-yl)-2-azaspiro[3.3]heptane NC=1C2=C(N=CN1)N(C(=C2C2=CC=C(C=C2)OC2=NC=CC=N2)C2CC1(CNC1)C2)C